COC(NCCCN)=O.OCCCNC(C1=CC=C(C=C1)C1=NC(=NC=C1C)NC=1C=NN(C1)C)=O N-(3-hydroxypropyl)-4-(5-methyl-2-((1-methyl-1H-pyrazol-4-yl)amino)pyrimidin-4-yl)benzamide methyl-(S)-2,6-diazahexanoate